COC1=CC=C(C(=O)NC2=CC=C(C=C2)N2CCN(CC2)C2=CC(=NC=C2)OC)C=C1 4-Methoxy-N-(4-(4-(2-methoxypyridin-4-yl)piperazin-1-yl)phenyl)benzamid